C(C1=CC=CC=C1)NC(\C=C(/C1=CC=CC=C1)\F)=O (E)-N-benzyl-3-fluoro-3-phenylacrylamide